methyl ((S)-2-((tert-butoxycarbonyl)(methyl)amino)-2-(4-methoxyphenyl)acetyl)-L-alaninate C(C)(C)(C)OC(=O)N([C@H](C(=O)N[C@@H](C)C(=O)OC)C1=CC=C(C=C1)OC)C